COC1=CC=C(C=C1)N1CCN(CC1)CCC1OC(C2(C1)CCN(CC2)S(=O)(=O)C)=O 3-(2-(4-(4-methoxyphenyl)piperazin-1-yl)ethyl)-8-(methylsulfonyl)-2-oxa-8-azaspiro[4.5]decan-1-one